5-((3aR,4R,6R,6aR)-2,2-dimethyl-6-(6-morpholino-9H-purin-9-yl)tetrahydrofuro[3,4-d][1,3]dioxol-4-yl)-2-(((2-(4-(2-hydroxyethyl)piperazin-1-yl)ethyl)amino)methylene)cyclohexane CC1(O[C@H]2[C@@H](O1)[C@@H](O[C@@H]2C2CCC(CC2)=CNCCN2CCN(CC2)CCO)N2C1=NC=NC(=C1N=C2)N2CCOCC2)C